3-(3-(1-(1H-pyrazol-1-yl)-2,3-dihydro-1H-inden-5-yl)-5-(1H-pyrazol-1-yl)-3H-imidazo[4,5-b]pyridin-2-yl)pyridin-2-amine N1(N=CC=C1)C1CCC2=CC(=CC=C12)N1C(=NC=2C1=NC(=CC2)N2N=CC=C2)C=2C(=NC=CC2)N